HYDROGENCARBONAT C(O)([O-])=O